ClC1=C(C(=O)C=2C(CCCC2O)=O)C=CC(=C1COC1=CC(=NN1C)C)S(=O)(=O)C (2-chloro-3-(1,3-dimethyl-1H-pyrazol-5-yloxy)methyl-4-methanesulfonylbenzoyl)-3-hydroxycyclohex-2-enone